C1(=CC=CC=C1)P(O)(O)=O.C1(=CC=CC=C1)P(O)(O)=O phenylphosphonic acid, phenylphosphonic acid salt